myristylaminobutyroylvalinamidobutyric acid C(CCCCCCCCCCCCC)NCCCC(=O)N[C@@H](C(C)C)C(=O)NC(C(=O)O)CC